3-(1-methyl-1H-pyrazol-4-yl)-1,6-naphthyridin-5-amine CN1N=CC(=C1)C=1C=NC=2C=CN=C(C2C1)N